FC=1C(=CC(=NC1)OC)C1=CC(=NN1)C(=O)N1C2(CC2)C[C@H](CC1)C(=O)NCC1=NC=C(C=N1)N1CC(N(C(C1)C)C(=O)OC(C)(C)C)C tert-butyl 4-(2-(((S)-4-(5-(5-fluoro-2-methoxypyridin-4-yl)-1H-pyrazole-3-carbonyl)-4-azaspiro[2.5]octane-7-carboxamido)methyl)pyrimidin-5-yl)-2,6-dimethylpiperazine-1-carboxylate